4-(1-methoxyethyl)-4-methyl-1-(2-nitrophenyl)piperidine COC(C)C1(CCN(CC1)C1=C(C=CC=C1)[N+](=O)[O-])C